N1C=CC2=CC=C(C=C12)CNC1=CN=C2C(=N1)N=C(C=C2)N2C[C@@H](CCC2)CO [(3R)-1-(3-{[(1H-indol-6-yl)methyl]amino}pyrido[2,3-b]pyrazin-6-yl)piperidin-3-yl]methanol